C(C)(=O)N1CC=2N(CC1)C(=CC2)C(=O)N[C@H](C(=O)NC2=CC=C(C=C2)C=2C(=[N+](C=CC2C(F)(F)F)[O-])C)C2CCC(CC2)(F)F (S)-3-(4-(2-(2-acetyl-1,2,3,4-tetrahydropyrrolo[1,2-a]pyrazine-6-carboxamido)-2-(4,4-difluorocyclohexyl)acetamido)phenyl)-2-methyl-4-(trifluoromethyl)pyridine 1-oxide